8-methoxyquinolone COC1=CC=CC2=C1NC(=O)C=C2